ClC=1C(N(C(C1Cl)O)CC1=C(C=C(C=C1)N1CCN(CC1)C([C@@H](NC)C)=O)C)=O 3,4-dichloro-5-hydroxy-1-(2-methyl-4-(4-(methyl-L-alanyl)piperazin-1-yl)benzyl)-1,5-dihydro-2H-pyrrol-2-one